The molecule is a single-stranded DNA oligonucleotide comprised of one thymidine, one deoxyguanidine and two deoxycytidine residues connected by 3'->5' phosphodiester linkages in the sequence CTGC. CC1=CN(C(=O)NC1=O)[C@H]2C[C@@H]([C@H](O2)COP(=O)(O)O[C@H]3C[C@@H](O[C@@H]3CO)N4C=CC(=NC4=O)N)OP(=O)(O)OC[C@@H]5[C@H](C[C@@H](O5)N6C=NC7=C6N=C(NC7=O)N)OP(=O)(O)OC[C@@H]8[C@H](C[C@@H](O8)N9C=CC(=NC9=O)N)O